5-isobutyl-4-methyl-3-(3-methyl-4-((2-Methyl-1H-imidazol-1-yl)methyl)phenyl)thiophene-2-sulfonamide C(C(C)C)C1=C(C(=C(S1)S(=O)(=O)N)C1=CC(=C(C=C1)CN1C(=NC=C1)C)C)C